BrC=1C=C(CN(C1)C(F)F)C 5-bromo-1-(difluoromethyl)-3-methylpyridin